(S)-4-fluoro-5-(2-methyl-1,4-diazepan-1-ylsulfonyl)isoquinoline FC1=CN=CC2=CC=CC(=C12)S(=O)(=O)N1[C@H](CNCCC1)C